Isopropyl ((2-((tert-butoxycarbonyl)amino) ethoxy) (perfluorophenoxy) phosphoryl)-L-alaninate C(C)(C)(C)OC(=O)NCCOP(=O)(OC1=C(C(=C(C(=C1F)F)F)F)F)N[C@@H](C)C(=O)OC(C)C